BrC=1C=2N(C(=NC1C1=CC=C(C=C1)F)N)N=C(N2)CC2=NC=CC=C2F 8-bromo-7-(4-fluorophenyl)-2-[(3-fluoropyridin-2-yl)methyl]-[1,2,4]Triazolo[1,5-c]Pyrimidine-5-amine